C(C)(C)(C)C1=C(C=C(C=C1)NC([C@H](NC(CN1C=NC=CC1=O)=O)C1=CC=C(C=C1)COC)=O)F (2R)-N-(4-tert-butyl-3-fluorophenyl)-2-(4-(methoxymethyl)phenyl)-2-(((6-oxopyrimidin-1(6H)-yl)acetyl)amino)acetamide